C1(=CC=CC=C1)C1=CCC2=CC=CC=C12 3-phenyl-1H-inden